(E)-1-(3-Aminophenyl)-3-(2,5-dimethoxyphenyl)prop-2-en-1-one NC=1C=C(C=CC1)C(\C=C\C1=C(C=CC(=C1)OC)OC)=O